3,5-bis(2,5-dicarboxyphenoxy)benzoic acid C(=O)(O)C1=C(OC=2C=C(C(=O)O)C=C(C2)OC2=C(C=CC(=C2)C(=O)O)C(=O)O)C=C(C=C1)C(=O)O